N[C@H]1[C@H](N(CC1)C1=CC(=CC(=N1)N1CC=2C(=NC=CC2C1=O)C1=C(C=CC=C1OC)F)C)CO 2-(6-((2s,3r)-3-amino-2-(hydroxymethyl)pyrrolidin-1-yl)-4-methylpyridin-2-yl)-4-(2-fluoro-6-methoxyphenyl)-2,3-dihydro-1H-pyrrolo[3,4-c]pyridin-1-one